ClC=1C(=CC2=C(C[C@@](O2)([C@H]2NCCC2)C2=CC=CC=C2)C1C1=C(C=C2C=NC=NC2=C1F)C(=O)N)F (S)-7-((S)-5-Chloro-6-fluoro-2-phenyl-2-((S)-pyrrolidin-2-yl)-2,3-dihydrobenzofuran-4-yl)-8-fluoroquinazoline-6-carboxamide